6-(nitrooxy)-(1S,2E)-3-[(1R,2R,3S,5R)-2-[(2Z)-7-(ethylamino)-7-oxo-2-hepten-1-yl]-3,5-dihydroxycyclopentyl]-1-(2-phenylethyl)-2-propen-1-yl hexanoate C(CCCCC)(=O)O[C@H](\C=C\[C@@H]1[C@H]([C@H](C[C@H]1O)O)C\C=C/CCCC(=O)NCC)CCC1=CC=CC=C1O[N+](=O)[O-]